BrC=1C(=NC(=NC1)NC1=C(C=C(C(=C1)C=1C=NN(C1)C)N1CCOCC1)OC)NC=1C(=C2N=CC=NC2=CC1)NS(=O)(=O)C N-(6-((5-bromo-2-((2-methoxy-5-(1-methyl-1H-pyrazol-4-yl)-4-morpholinophenyl)amino)pyrimidin-4-yl)amino)quinoxalin-5-yl)methanesulfonamide